4-Benzyl-5,5-dideuterio-2-(5-fluoro-2-pyridyl)morpholine C(C1=CC=CC=C1)N1CC(OCC1([2H])[2H])C1=NC=C(C=C1)F